N-(cyclopropylaminothiocarbonyl)-2-(2-fluoropyridin-3-yl)-2-(4-(trifluoromethyl)pyridin-2-yl)ethyl-Amide C1(CC1)NC(=S)[N-]CC(C1=NC=CC(=C1)C(F)(F)F)C=1C(=NC=CC1)F